ClC=1C=C(C=CC1F)N1C(OCC[C@H]1C1=NC2=C(N1[C@@H]1CC[C@H](CC1)OC[2H])C=CC(=C2)C=2C(=NOC2C)C)=O (S)-3-(3-chloro-4-fluorophenyl)-4-(5-(3,5-dimethylisoxazol-4-yl)-1-((trans)-4-deuteromethoxycyclohexyl)-1H-benzo[d]imidazol-2-yl)-1,3-oxazinane-2-one